NC1=NC(=NC=2N1N=C(N2)C=2OC=CC2)NCCC2=CC=C(C(=O)NC)C=C2 4-(2-(7-amino-2-(furan-2-yl)-[1,2,4]triazolo[1,5-a][1,3,5]triazin-5-ylamino)ethyl)-N-methylbenzamide